(E)-2-(1-(4-(4-((2-(4-(trifluoromethyl)styryl)oxazol-4-yl)methoxy)phenyl)butyl)-1H-imidazol-2-yl)ethanamine FC(C1=CC=C(/C=C/C=2OC=C(N2)COC2=CC=C(C=C2)CCCCN2C(=NC=C2)CCN)C=C1)(F)F